2-methoxyprop-2-enoic acid COC(C(=O)O)=C